C(C)(C)(C)OC(=O)N1C2CN(CC1CC2)C(C2=CC=CC=C2)C2=NN=NN2C(F)F 3-((1-(difluoromethyl)-1H-tetrazol-5-yl)(phenyl)methyl)-3,8-diazabicyclo[3.2.1]octane-8-carboxylic acid tert-butyl ester